2-mercaptopropyl-acetic acid isooctyl ester C(CCCCC(C)C)OC(CCC(C)S)=O